5-((4-(cyclopentylmethyl)piperazin-1-yl)methyl)nicotinic acid C1(CCCC1)CN1CCN(CC1)CC=1C=NC=C(C(=O)O)C1